C(C)N1N=C(C(=C1)C=1C=C(C=C2C(\C(\COC12)=C\C=1C=CC(=C(OCC(=O)OC)C1)F)=O)CC=1C(=NN(C1)CC)C(F)(F)F)C(F)(F)F methyl (E)-2-(5-((8-(1-ethyl-3-(trifluoromethyl)-1H-pyrazol-4-yl)-6-((1-ethyl-3-(trifluoromethyl)-1H-pyrazol-4-yl)methyl)-4-oxochroman-3-ylidene)methyl)-2-fluorophenoxy)acetate